C1=CC=CC=2C3=CC=CC=C3C(C12)COC(=O)N[C@@H](C(=O)O)CCC=1C=NC(=NC1)OC (R)-2-((((9H-fluoren-9-yl)methoxy)carbonyl)amino)-4-(2-methoxypyrimidin-5-yl)butanoic acid